C1(CCCCC1)OC(CCO)O 3-cyclohexyloxy-1,3-propanediol